dimethyl 5-(2-(3-(benzyloxy)propoxy)ethyl)-3-nitrophthalate C(C1=CC=CC=C1)OCCCOCCC1=CC(=C(C(C(=O)OC)=C1)C(=O)OC)[N+](=O)[O-]